ClC1=CNC=2C3=C(C=CC12)CN(S(N3)(=O)=O)CCOC 7-chloro-3-(2-methoxyethyl)-1,3,4,9-tetrahydro-[1,2,6]thiadiazino[4,3-g]indole 2,2-dioxide